C1(CO1)=O alpha-Acetolactone